(6-((2-((2-methoxy-4-(4-methylpiperazin-1-yl)-5-(quinolin-3-yl)phenyl)amino)-7H-pyrrolo[2,3-d]pyrimidin-4-yl)amino)quinoxalin-5-yl)dimethyl-phosphine oxide COC1=C(C=C(C(=C1)N1CCN(CC1)C)C=1C=NC2=CC=CC=C2C1)NC=1N=C(C2=C(N1)NC=C2)NC=2C(=C1N=CC=NC1=CC2)P(C)(C)=O